FC(C1=CC=2N(C=C1)N=C(C2)CO)(F)F (5-(trifluoromethyl)pyrazolo[1,5-a]pyridin-2-yl)methanol